NC=1SC2=C(N1)CC[C@@]1([C@H]3CC[C@]4([C@H]([C@@H]3CCC12)CCC4=O)C)C (5aR,5bS,7aS,10aS,10bR)-2-amino-5a,7a-dimethyl-4,5,5a,5b,6,7,7a,9,10,10a,10b,11,12,12a-tetradecahydro-8H-cyclopenta[7,8]phenanthro[2,1-d]thiazol-8-one